FC1=C(C=CC(=C1)C(F)(F)F)COC1CN(C1)C(=O)N1CC(CC1)C1=NN=NN1 [3-[[2-Fluoro-4-(trifluoromethyl)phenyl]methoxy]azetidin-1-yl]-[3-(1H-tetrazol-5-yl)pyrrolidin-1-yl]methanone